ClC=1C=C(COC(=O)N[C@H](C(=O)NC(C(=O)O)CC2C(NC3(C2)CCCCC3)=O)CC3CCCCC3)C=CC1 2-((S)-2-((((3-Chlorobenzyl)oxy)carbonyl)amino)-3-cyclohexylpropanamido)-3-(2-oxo-1-azaspiro[4.5]decan-3-yl)propanoic acid